adenylyl-(3'→5')-2'-guanylic acid [C@@H]1([C@H](O)[C@H](OP(=O)(O)OC[C@@H]2[C@H]([C@H]([C@@H](O2)N2C=NC=3C(=O)NC(N)=NC23)OP(=O)(O)O)O)[C@@H](CO)O1)N1C=NC=2C(N)=NC=NC12